(4-(piperazin-1-yl)phenyl)boric acid N1(CCNCC1)C1=CC=C(C=C1)OB(O)O